2-amino-3,5-dibromobenzonitrile NC1=C(C#N)C=C(C=C1Br)Br